N-(2-((2-((3S,4R)-3-fluoro-4-(2-methoxyethoxy)piperidin-1-yl)pyridin-4-yl)amino)-8-isopropyl-5-((2R,3S)-2-methyl-3-((methylsulfonyl)methyl)azetidin-1-yl)quinazolin-7-yl)acrylamide F[C@H]1CN(CC[C@H]1OCCOC)C1=NC=CC(=C1)NC1=NC2=C(C(=CC(=C2C=N1)N1[C@@H]([C@H](C1)CS(=O)(=O)C)C)NC(C=C)=O)C(C)C